4-((6-bromo-3-fluoropyridin-2-yl)methyl)-1-(3-chloro-2-fluoro-benzyl)-2-ethylpiperidine-4-carboxylic acid methyl ester COC(=O)C1(CC(N(CC1)CC1=C(C(=CC=C1)Cl)F)CC)CC1=NC(=CC=C1F)Br